1-cyclohexyltetrazol C1(CCCCC1)N1N=NN=C1